(5-((S)-2-(3-cyclopropoxy-4-(difluoromethoxy) phenyl)-2-(6-(2-hydroxyprop-2-yl) pyridin-3-yl) ethyl) pyridin-2-yloxy) tetrahydro-2H-pyran-3,4,5-triacetate O1CC(C(C(C1)CC(=O)[O-])CC(=O)[O-])CC(=O)OOC1=NC=C(C=C1)C[C@H](C=1C=NC(=CC1)C(C)(C)O)C1=CC(=C(C=C1)OC(F)F)OC1CC1